FC1=CC(=CC2=CN(N=C12)C)N1N=C2C(=C1)C=C(S2)[C@@H]2C[C@@H](NCC2)C 7-fluoro-2-methyl-5-{5-[(2S,4S)-2-methylpiperidin-4-yl]thieno[2,3-c]pyrazol-2-yl}indazole